trans-butenedionitrile C(\C=C\C#N)#N